NC1=NC=2C=CC(=CC2C2=C1C=NN2C)C(=O)N(C2CC2)CC2=NC=C(C(=C2)Cl)Br 4-amino-N-((5-bromo-4-chloropyridin-2-yl)methyl)-N-cyclopropyl-1-methyl-1H-pyrazolo[4,3-c]quinoline-8-carboxamide